NC1=NC=CC(=N1)C=1C(=NC=CC1)OC=1C=C(C(=O)OC)C=C(C1)OC Methyl 3-((3-(2-aminopyrimidin-4-yl) pyridin-2-yl) oxy)-5-methoxybenzoate